6-((5-(4-(aminomethyl)-4-methylpiperidin-1-yl)pyrazin-2-yl)thio)-5-chloro-2-methylquinazoline NCC1(CCN(CC1)C=1N=CC(=NC1)SC=1C(=C2C=NC(=NC2=CC1)C)Cl)C